ClC=1C(=C(C(=CC1)C(F)F)C1=CN=C(C(=N1)C(=O)NC=1C=NN(C1)[C@H](C)C1=NC=C(C=N1)N1C([C@@H]2C[C@@H]2C1)=O)C)F |o1:24| 6-(3-Chloro-6-(difluoromethyl)-2-fluorophenyl)-3-methyl-N-(1-((R or S)-1-(5-((1R,5S)-2-oxo-3-azabicyclo[3.1.0]hexan-3-yl)pyrimidin-2-yl)ethyl)-1H-pyrazol-4-yl)pyrazine-2-carboxamide